tert-butyl N-[[6-[2-chloro-3-[3-chloro-2-[3-methoxy-4-[(6-oxo-2,7-diazaspiro[3.4]octan-2-yl)methyl]phenyl]-4-pyridyl]phenyl]-2-methoxy-3-pyridyl]methyl]-N-methyl-carbamate ClC1=C(C=CC=C1C1=C(C(=NC=C1)C1=CC(=C(C=C1)CN1CC2(C1)CC(NC2)=O)OC)Cl)C2=CC=C(C(=N2)OC)CN(C(OC(C)(C)C)=O)C